3-(7-(Aminomethyl)-6-methyl-3-oxo-3,6-dihydropyrrolo[3,4-e]indol-2(1H)-yl)piperidine-2,6-dione NCC=1N(C2=CC=C3C(=C2C1)CN(C3=O)C3C(NC(CC3)=O)=O)C